3-Iodo-3-methylhexane IC(CC)(CCC)C